N-(4-(4-amino-7-isopropylimidazo[5,1-f][1,2,4]triazin-5-yl)benzyl)-4-methoxythiophene-3-carboxamide NC1=NC=NN2C1=C(N=C2C(C)C)C2=CC=C(CNC(=O)C1=CSC=C1OC)C=C2